tetra-dodecyl-(dodecyl)phosphine C(CCCCCCCCCCC)P(CCCCCCCCCCCC)(CCCCCCCCCCCC)(CCCCCCCCCCCC)CCCCCCCCCCCC